CN(CCNC=1C=C2C=C(C(N(C2=CC1)C)=O)C(=O)NC1=CC=CC=C1)C 6-[2-(Dimethylamino)ethylamino]-1-methyl-2-oxo-N-phenyl-quinoline-3-carboxamide